ClC1=C(N=NC(=C1)Cl)CO (4,6-dichloropyridazin-3-yl)methanol